1-(aminometh-yl)cyclopropan-1-ol NCC1(CC1)O